OC(C(=O)N[C@H](C(=O)N[C@@H](C[C@H]1C(NCC1)=O)C(COC(F)(F)F)=O)CC(C)C)(C)C (S)-2-(2-hydroxy-2-methylpropanamido)-4-methyl-N-((S)-3-oxo-1-((S)-2-oxopyrrolidin-3-yl)-4-(trifluoromethoxy)butan-2-yl)pentanamide